CC1CN(CC(C1)C)C1=C2C=C(C(=CC2=CC=2C1=COC2)OC)OC 9-(3,5-dimethylpiperidin-1-yl)-6,7-dimethoxynaphtho[2,3-c]furan